(S)-2-((((9H-fluoren-9-yl)methoxy)carbonyl)amino)-3-(4-(2-oxoindolin-5-yl)phenyl)propanoic acid C1=CC=CC=2C3=CC=CC=C3C(C12)COC(=O)N[C@H](C(=O)O)CC1=CC=C(C=C1)C=1C=C2CC(NC2=CC1)=O